C1CCS(=O)(=O)OC(COS1(=O)=O)C 2-propylene 1,3-propanedisulfonate